FC1=CC=CC(=N1)C=1N=C(SC1)NC(=O)[C@H]1N(CC1)C(=O)C1=CN(C=C1)S(=O)(=O)C (S)-N-(4-(6-fluoropyridin-2-yl)thiazol-2-yl)-1-(1-(methylsulfonyl)-1H-pyrrole-3-carbonyl)azetidine-2-carboxamide